acetylPyruvate C(C)(=O)CC(C(=O)[O-])=O